BrC1=CC=C2C(=C(C(=NC2=C1)C1CC1)C(=O)NCC1=CC(=CC=C1)F)C 7-bromo-2-cyclopropyl-N-[(3-fluorophenyl)-methyl]-4-methyl-quinoline-3-carboxylic acid amide